O1C=CC2=C1C=CC(=C2)C2=NOC(=C2)NC2=NC(=NC=C2)N2CCOCC2 3-(benzofuran-5-yl)-N-(2-morpholinopyrimidin-4-yl)isoxazol-5-amine